aluminium-silver oxide [O-2].[Ag+].[Al+3].[O-2]